2-thiiranemethanol S1C(C1)CO